1'-methylspiro[cyclopropane-1,3'-indol]-2'-one CN1C(C2(C3=CC=CC=C13)CC2)=O